O=C1N(CCC(N1)=O)C1=C(CN2CCN(CC2)C=2OC=3C(=NC(=C(C3)NC(=O)C=3N=C(OC3)C3=CC(=NC=C3)C)N3C[C@@H](CC3)O)N2)C=CC=C1 (R)-N-(2-(4-(2-(2,4-dioxotetrahydropyrimidin-1(2H)-yl)benzyl)piperazin-1-yl)-5-(3-hydroxypyrrolidin-1-yl)oxazolo[4,5-b]pyridin-6-yl)-2-(2-methylpyridin-4-yl)oxazole-4-carboxamide